FC=1C(=CC2=C(C(N3[C@@H](CO2)C[C@@H](C3)OC3=NC=C2CCC(NC2=C3)=O)=O)C1OCCCCC)C (2S,11aR)-7-fluoro-8-methyl-2-((2-oxo-1,2,3,4-tetrahydro-1,6-naphthyridin-7-yl)oxy)-6-(pentyloxy)-2,3,11,11a-tetrahydro-1H,5H-benzo[f]pyrrolo[2,1-c][1,4]oxazepin-5-one